1-(4-Bromo-2,6-dimethylphenyl)-4-cyano-1H-pyrazole-3-carboxylic Acid BrC1=CC(=C(C(=C1)C)N1N=C(C(=C1)C#N)C(=O)O)C